2,6-dimethyl-N-(5-methyl-1H-pyrazol-3-yl)benzamide CC1=C(C(=O)NC2=NNC(=C2)C)C(=CC=C1)C